2-(4-(3-isopropyl-2-(8-methyl-[1,2,4]triazolo[4,3-a]pyridin-6-yl)-1H-indol-5-yl)piperidin-1-yl)-N,N-dimethylacetamide C(C)(C)C1=C(NC2=CC=C(C=C12)C1CCN(CC1)CC(=O)N(C)C)C=1C=C(C=2N(C1)C=NN2)C